1,1-bis(tert-butyl-peroxy)methylcyclododecane C(C)(C)(C)OOCC1(CCCCCCCCCCC1)COOC(C)(C)C